benzyl (S)-4-(5-(5-bromo-3-((1-(hydroxymethyl)cyclopropyl)methyl)-1-(2-isopropoxyethyl)-1H-indol-2-yl)-6-(1-methoxyethyl)pyridin-3-yl)piperazine-1-carboxylate BrC=1C=C2C(=C(N(C2=CC1)CCOC(C)C)C=1C=C(C=NC1[C@H](C)OC)N1CCN(CC1)C(=O)OCC1=CC=CC=C1)CC1(CC1)CO